6-(4-fluoro-3-isopropyl-5-(2,6-diazaspiro[3.3]heptan-2-yl)-1H-pyrrolo[2,3-c]pyridin-2-yl)-8-methoxy-[1,2,4]triazolo[1,5-a]pyridine FC1=C2C(=CN=C1N1CC3(C1)CNC3)NC(=C2C(C)C)C=2C=C(C=3N(C2)N=CN3)OC